(+/-)-trans-tert-butyl 4-(4-methoxyphenyl)-3-{[(methylsulfonyl)oxy]methyl}piperidine-1-carboxylate COC1=CC=C(C=C1)[C@H]1[C@@H](CN(CC1)C(=O)OC(C)(C)C)COS(=O)(=O)C |r|